C(C)(C)NC=1C2=C(N=C(N1)NC1=C(C=C(C=C1)S(=O)(=O)C)OC)NC=C2C(F)(F)F N4-isopropyl-N2-(2-methoxy-4-(methylsulfonyl)phenyl)-5-(trifluoromethyl)-7H-pyrrolo[2,3-d]pyrimidine-2,4-diamine